6-(1-methyl-1H-pyrazol-4-yl)pyridazin-3(2H)-one hydrochloride Cl.CN1N=CC(=C1)C=1C=CC(NN1)=O